N-((4-(3-cyclopropyl-1,2,4-oxadiazol-5-yl)bicyclo[2.2.2]octan-1-yl)methyl)-N-(3-(5-cyclopropyl-1-methyl-1H-pyrazol-3-yl)phenyl)tetrahydro-2H-pyran-4-carboxamide C1(CC1)C1=NOC(=N1)C12CCC(CC1)(CC2)CN(C(=O)C2CCOCC2)C2=CC(=CC=C2)C2=NN(C(=C2)C2CC2)C